2-[[1-[2-(2-fluorophenyl)acetyl]piperidin-4-yl]methyl]-6-pyrazol-1-yl-pyridazin-3-one FC1=C(C=CC=C1)CC(=O)N1CCC(CC1)CN1N=C(C=CC1=O)N1N=CC=C1